CN(C)C[C@@]1(CN(CCC1)C=1C=CC(=NC1)NC=1C=CC(=C2CNC(C12)=O)C1=CN=C2N1C=CC(=C2)F)OC (S)-7-((5-(3-((dimethyl-amino)methyl)-3-methoxy-piperidin-1-yl)pyridin-2-yl)amino)-4-(7-fluoro-imidazo[1,2-a]pyridin-3-yl)isoindolin-1-one